sodium propargylate C(C#C)(=O)[O-].[Na+]